3-Bromomaleimide BrC1=CC(=O)NC1=O